ClC=1C(=C(C(=CC1)OCC)C=1C=CC(=[N+](C1)[O-])[C@@H](C(=O)NC1=CC=C(C(=O)O)C=C1)CC1CC1)F |o1:17| (S)- or (R)-4-({2-[5-(3-chloro-6-ethoxy-2-fluorophenyl)-1-oxidopyridin-2-yl]-3-cyclopropylpropanoyl}amino)benzoic acid